1,2-Methylendioxybenzol C1OC2=C(C=CC=C2)O1